5-[2-(5-Methoxy-quinoline-8-sulfonylamino)-phenylethynyl]-pyridine-2-carboxylic acid isopropylamide C(C)(C)NC(=O)C1=NC=C(C=C1)C#CC1=C(C=CC=C1)NS(=O)(=O)C=1C=CC(=C2C=CC=NC12)OC